Methyl-2-((5-chloro-2-(trifluoromethyl)phenyl)amino)-2-oxoacetic acid COC(C(=O)NC1=C(C=CC(=C1)Cl)C(F)(F)F)=O